C(=O)O.ClC=1C(=C(C(=CC1)C#N)[C@@H]1[C@H](C1)C(=O)NC1=NC=NC(=C1)NCC=1N=C2N(C=C(C=C2)C2CC2)C1)F |r| rac-(1S*,2S*)-2-(3-chloro-6-cyano-2-fluorophenyl)-N-(6-(((6-cyclopropylimidazo[1,2-a]pyridin-2-yl)methyl)amino)pyrimidin-4-yl)cyclopropane-1-carboxamide, formic acid salt